(R)-N-(2-Chloro-4-(3-methylmorpholinyl)thieno[3,2-d]pyrimidin-7-yl)cyclopropylsulfonamide ClC=1N=C(C2=C(N1)C(=CS2)NS(=O)(=O)C2CC2)N2[C@@H](COCC2)C